(E)-N-{4-(4-chlorophenoxy)pyridin-2-yl}-2-butenamide ClC1=CC=C(OC2=CC(=NC=C2)NC(\C=C\C)=O)C=C1